5-((5-Chloro-2-(1H-pyrazol-1-yl)pyrimidin-4-yl)amino)-3-(3-hydroxy-3-methylbutyl)-1-methyl-1,3-dihydro-2H-benzo[d]-imidazol-2-one ClC=1C(=NC(=NC1)N1N=CC=C1)NC1=CC2=C(N(C(N2CCC(C)(C)O)=O)C)C=C1